C1(=CC=CC=C1)C(C(=O)C(C1=CC=CC=C1)(C1=CC=CC=C1)C1=CC=CC=C1)(C1=CC=CC=C1)C1=CC=CC=C1 hexaphenyl-acetone